O=S1(N(CC=CCN1C1=C(C=C(C=C1Cl)Cl)Cl)CC(=O)NC1C2CC3(CC(CC1C3)C2)C(=O)N)=O 4-(2-(1,1-dioxido-7-(2,4,6-trichlorophenyl)-6,7-dihydro-1,2,7-thiadiazepine-2(3H)-yl)acetamido)adamantane-1-carboxamide